C(C)(C)[C@H]1CN(CCN1)C=1N=C(NC(C1C#N)=O)C1=CC=NC=C1 4-[(3S)-3-isopropylpiperazin-1-yl]-6-oxo-2-(4-pyridyl)-1H-pyrimidine-5-carbonitrile